BrC=1C=C(C=CC1OC)[C@@H](C)NC(C1=C(C=CC(=C1)N1CCN(CC1)C)C)=O N-[(1R)-1-(3-Bromo-4-methoxy-phenyl)ethyl]-2-methyl-5-(4-methylpiperazin-1-yl)benzamide